(R/S)-methyl 3-(4-(hydroxymethyl)-5-methylpyridin-2-yl)-2,2-dimethyl-3-(8-methyl-3-(trifluoromethyl)-[1,2,4]triazolo[4,3-a]pyridin-7-yl)propanoate OCC1=CC(=NC=C1C)[C@@H](C(C(=O)OC)(C)C)C1=C(C=2N(C=C1)C(=NN2)C(F)(F)F)C |r|